L-betA-homoserine N[C@@H](CO)CC(=O)O